CN(C1=NC=CC2=CC=CC=C12)C1=CC=C(C=C1)C N-methyl-N-p-methylphenyl-isoquinolin-1-amine